C(C)(=O)NC=1C=C(C=CC1F)N1C=C(C=CC1=O)C(=O)O 1-(3-acetamido-4-fluoro-phenyl)-6-oxo-pyridine-3-carboxylic acid